5-bromo-2-trifluoromethylquinoline BrC1=C2C=CC(=NC2=CC=C1)C(F)(F)F